C[N+]1=CC=CC(=C1)OC(=O)N(C)CCCCCCN(C)C(=O)OC2=C[N+](=CC=C2)C The molecule is a carbamate ester resulting from the formal condensation of both carboxy groups of hexane-1,6-diylbis(methylcarbamic acid) with the hydroxy group of 3-hydroxy-1-methylpyridinium. It has a role as an EC 3.1.1.8 (cholinesterase) inhibitor and a muscarinic agonist. It is a pyridinium ion and a carbamate ester.